ClC1=NC=CC(=C1Cl)NC1=CC2=C(N(C(N2CCC(C)(C)O)=O)C)C=C1 5-((2,3-Dichloropyridin-4-yl)amino)-3-(3-hydroxy-3-methylbutyl)-1-methyl-1,3-dihydro-2H-benzo[d]imidazol-2-one